CC1(OB(OC1(C)C)C(=C)C(F)(F)F)C 4,4,5,5-tetramethyl-2-(3,3,3-trifluoroprop-1-en-2-yl)-1,3,2-dioxaborolane